N1=CC(=CC=C1)C=1N=CC2=C(N1)SC(=C2)C2(CC(C2)C(F)(F)F)O 1-(2-(3-pyridinyl)thieno[2,3-d]pyrimidin-6-yl)-3-(trifluoromethyl)cyclobutanol